1-(8-((6-methoxy-2-methylpyridin-3-yl)sulfonyl)-8-azaspiro[4.5]dec-2-yl)azetidin-3-ol COC1=CC=C(C(=N1)C)S(=O)(=O)N1CCC2(CCC(C2)N2CC(C2)O)CC1